CC(C([Si](OC(CCC)CCC)(OC)C)(C)C)(C(N)(N)N)C tetramethyl-dipropyl-triaminopropyl-methyldimethoxysilane